copper-telluride [Cu]=[Te]